(R)-N-(5-(5-(1-(3,5-Dichloropyridin-4-yl)ethoxy)-1H-indazol-3-yl)-2-methoxypyridin-3-yl)picolinamide ClC=1C=NC=C(C1[C@@H](C)OC=1C=C2C(=NNC2=CC1)C=1C=C(C(=NC1)OC)NC(C1=NC=CC=C1)=O)Cl